N-(6-(4-((3-(2,4-dioxotetrahydropyrimidin-1(2H)-yl)benzyl)(methyl)amino)piperidin-1-yl)-1-((1s,4s)-4-(hydroxymethyl)cyclohexyl)-1H-benzo[d]imidazol-2-yl)-3-(trifluoromethyl)benzamide O=C1N(CCC(N1)=O)C=1C=C(CN(C2CCN(CC2)C=2C=CC3=C(N(C(=N3)NC(C3=CC(=CC=C3)C(F)(F)F)=O)C3CCC(CC3)CO)C2)C)C=CC1